thiocitrulline N[C@@H](CCCNC(=O)N)C(=S)O